Nepsilon-2-hexadecyloxy-N-epsilone-2-hexyldecyloxycarbonyl-L-lysine CC(CCCCCCCCCCCCCC)ONCCCC[C@H](N(C(C)CCCC)C(=O)OCCCCCCCCCC)C(=O)O